4-(tert-butyl)phenyl-(pyrrolo[1,2-a]quinoxalin-7-yl)-2-hydroxyacetamide C(C)(C)(C)C1=CC=C(C=C1)C(C(=O)N)(O)C=1C=C2N=CC=3N(C2=CC1)C=CC3